COCC1CN(C1)C(=O)O[C@@H]1CC[C@H](CC1)C(N(C[C@@H]1CC[C@H](CC1)C1=CC(=C(C=C1)OC)C)C1=CC(=CC=C1)C=1C=NN(C1)C1CC1)=O trans-4-((3-(1-Cyclopropyl-1H-pyrazol-4-yl)phenyl)((trans-4-(4-methoxy-3-methylphenyl)cyclohexyl)methyl)carbamoyl)cyclohexyl 3-(methoxymethyl)azetidine-1-carboxylate